ClC=1C=C2CCC(NC2=CC1)C 6-chloro-2-methyl-1,2,3,4-tetrahydroquinoline